FC1(CN(C1)C(=O)C1=CC=C(C(=N1)OC)NC1=NNC2=CC(=CC=C12)[C@@H]1C[C@@]12C(NC1=CC=C(C=C21)OC)=O)F (1R,2S)-2-(3-{[6-(3,3-difluoroazetidine-1-carbonyl)-2-methoxypyridin-3-yl]amino}-1H-indazol-6-yl)-5'-methoxyspiro[cyclopropane-1,3'-indol]-2'(1'H)-one